(3-(4-((2-chloro-1H-imidazol-1-yl)methyl)phenyl)-5-isobutyl-4-methylthiophene-2-yl)sulfonylcarbamic acid-2-hydroxyethyl ester OCCOC(NS(=O)(=O)C=1SC(=C(C1C1=CC=C(C=C1)CN1C(=NC=C1)Cl)C)CC(C)C)=O